4-chloro-6-methyl-1,3,5-triazin-2-amine ClC1=NC(=NC(=N1)C)N